C1(CC1)S(=O)(=O)N1N=CC(=C1)C1=NC=CC(=N1)NC1=NC=C(C(=C1)N1CCC(CC1)NC(C)C)C#CC=1C=NN(C1)C (1-(cyclopropylsulfonyl)-1H-pyrazol-4-yl)-N-(4-(4-(isopropylamino)piperidin-1-yl)-5-((1-methyl-1H-pyrazol-4-yl)ethynyl)pyridin-2-yl)pyrimidin-4-amine